ClC=1C=NN(C1C(=O)NC1=C(C=C(C=C1C)C#CC1=CC=CC=C1)F)C[C@H]1COCC1 (S)-4-chloro-N-(2-fluoro-6-methyl-4-(phenylethynyl)phenyl)-1-((tetrahydrofuran-3-yl)methyl)-1H-pyrazole-5-carboxamide